ClC1=C(COCCOCCCCCC[NH2+]CC(C2=CC(=C(C=C2)O)CO)O)C(=CC=C1)Cl 6-(2-((2,6-dichlorobenzyl)oxy)ethoxy)-N-(2-hydroxy-2-(4-hydroxy-3-(hydroxymethyl)-phenyl)ethyl)hexan-1-aminium